CN(C1CCC(CC1)NC=1N=CC2=C(N1)N(C(C(=C2)C2=C(C(=C(C(=C2)F)NS(=O)(=O)CCC(C)(F)F)F)F)=O)C(C)C)C N-(4-(2-(((1r,4r)-4-(dimethylamino)cyclohexyl)amino)-8-iso-propyl-7-oxo-7,8-dihydropyrido[2,3-d]-pyrimidin-6-yl)-2,3,6-trifluorophenyl)-3,3-difluorobutane-1-sulfonamide